ClC1=NC(=C2C(=N1)NN=C2C)N(CCN(CCO)C)C 2-((2-((6-chloro-3-methyl-1H-pyrazolo[3,4-d]pyrimidin-4-yl)(methyl)amino)ethyl)(methyl)amino)ethan-1-ol